1-(cyclopropylmethyl)-6-fluoro-1H-pyrrolo[2,3-b]pyridine-2-carboxylic acid tert-butyl ester C(C)(C)(C)OC(=O)C1=CC=2C(=NC(=CC2)F)N1CC1CC1